3,4-Dihydropyridazin N1=NCCC=C1